FC1=C(C=C(C=C1)OC(F)(F)F)NC(OCC=1C=C2C(N(CC2=CC1)C1C(NC(CC1)=O)=O)=O)=O (2-(2,6-Dioxopiperidin-3-yl)-3-oxoisoindolin-5-yl)methyl (2-fluoro-5-(trifluoromethoxy)phenyl)carbamate